C(CCCCCCC\C=C/CCCCCCCC)OC[C@@H](OCCCCCCCC\C=C/CCCCCCCC)COP(=O)(O)OCCN 1,2-DiOleyl-sn-glycero-3-PhosphoEthanolamine